C(C)OC(=O)C1N(C(=NC12C(N(C1=CC=CC=C21)C(C)=O)=O)C2=CC=CC=C2)C2=CC(=CC=C2)C 1'-acetyl-1-m-methylphenyl-2'-oxo-2-phenyl-1,5-dihydrospiro[imidazole-4,3'-indoline]-5-carboxylic acid ethyl ester